[I-].CN[C@]1(C(O)(O[C@@H]([C@H]([C@@H]1O)O)CO)C)C trimethyl-glucosamine iodide